OCCCCN(C(OC(C)(C)C)=O)CCC1=CC=CC=C1 tert-butyl (4-hydroxybutyl)(2-phenylethyl)carbamate